(1R,3S,4R)-N-((R)-1-cyano-2-((S)-2-oxopyrrolidin-3-yl)ethyl)-2-(4-(difluoromethyl)-1H-indole-2-carbonyl)-5,5-difluoro-2-azabicyclo[2.2.2]octane-3-carboxamide C(#N)[C@@H](C[C@H]1C(NCC1)=O)NC(=O)[C@H]1N([C@H]2CC([C@@H]1CC2)(F)F)C(=O)C=2NC1=CC=CC(=C1C2)C(F)F